2-(2,7-diazaspiro[3.5]nonan-2-yl)acetonitrile C1N(CC12CCNCC2)CC#N